NCCC=1C=C(C(O)=CC1)O 4-(2-aminoethyl)pyrocatechol